O=C1NC(CCC1N1C(C2=CC=C(C=C2C1)C(=O)NC(C(F)(F)F)C1CCC2(CC(C2)O)CC1)=O)=O 2-(2,6-dioxopiperidin-3-yl)-1-oxo-N-(2,2,2-trifluoro-1-(2-hydroxyspiro[3.5]nonan-7-yl)ethyl)isoindoline-5-carboxamide